N-((3R,6S)-1-methyl-6-(trifluoromethyl)piperidin-3-yl)-8-azabicyclo[3.2.1]octane-3-carboxamide CN1C[C@@H](CC[C@H]1C(F)(F)F)NC(=O)C1CC2CCC(C1)N2